BrC1=C(CCC2=NC=3N(C(N(C(C3N2CC)=O)CC#C)=O)CCCCCCP(OCC)(OCC)=O)C=CC=C1 Diethyl (6-(8-(2-bromophenethyl)-7-ethyl-2,6-dioxo-1-(prop-2-yn-1-yl)-1,2,6,7-tetrahydro-3H-purin-3-yl)hexyl)phosphonate